N-(2-mercaptophenyl)pentanamide SC1=C(C=CC=C1)NC(CCCC)=O